spiro[4,5-dihydro-2H-pyrido[3,4-f][1,4]oxazepine-3,1'-cyclopropane]-9-carbonitrile C12(CC1)COC1=C(CN2)C=NC=C1C#N